1-[1-(4-chlorophenyl)-cyclopropyl]ethyl (2S)-2-[(3-hydroxy-4-methoxy-pyridine-2-carbonyl)amino]propanoate OC=1C(=NC=CC1OC)C(=O)N[C@H](C(=O)OC(C)C1(CC1)C1=CC=C(C=C1)Cl)C